Methyl 5-chloro-2-(4-fluoro-2-methylbenzyl)-4-(trifluoromethyl)benzoate ClC=1C(=CC(=C(C(=O)OC)C1)CC1=C(C=C(C=C1)F)C)C(F)(F)F